((1-fluoropropane-1,1-diyl)bis(4,1-phenylene)bis(oxy))bis(isobenzofuran-1,3-dione) FC(CC)(C1=CC=C(C=C1)OC1=C2C(OC(C2=CC=C1)=O)=O)C1=CC=C(C=C1)OC1=C2C(OC(C2=CC=C1)=O)=O